C1OC2=CC=C(C(C(=O)O)(O)C3=CC=CC=C3)C=C2O1 4-methylenedioxybenzilic acid